C(N)(=O)C1[C@H]2CN(C[C@@H]12)C1=CC2=C(CC(O2)(C)C)C=C1NC(=O)C=1C=NN2C1N=CC=C2 N-(6-((1R,5S,6r)-6-carbamoyl-3-azabicyclo[3.1.0]hexan-3-yl)-2,2-dimethyl-2,3-dihydrobenzo-furan-5-yl)pyrazolo[1,5-a]pyrimidine-3-carboxamide